2,11-dimethyldodecane-3,10-diol CC(C)C(CCCCCCC(C(C)C)O)O